tri(triethoxysilylethyl)amine C(C)O[Si](OCC)(OCC)CCN(CC[Si](OCC)(OCC)OCC)CC[Si](OCC)(OCC)OCC